Methyl (S)-3-((1R,3R)-1-(2-chloro-5-fluoro-3-methylpyridin-4-yl)-3-methyl-1,3,4,9-tetrahydro-2H-pyrido[3,4-b]indol-2-yl)-2-methylpropanoate ClC1=NC=C(C(=C1C)[C@H]1N([C@@H](CC2=C1NC1=CC=CC=C21)C)C[C@@H](C(=O)OC)C)F